tert-butyl (2-(8-((cyclopentylmethyl)sulfanyl)imidazo[1,5-a]pyridine-3-yl)propan-2-yl)carbamate C1(CCCC1)CSC=1C=2N(C=CC1)C(=NC2)C(C)(C)NC(OC(C)(C)C)=O